C(C)(C)(C)[S@@](=O)N[C@@H]1[C@@H](\C=C/C[C@H](CS[C@@H]2[C@H]([C@H]([C@H]([C@H]1O2)C2=C(C(=O)[O-])C=CC=C2)C2=C(C(=O)[O-])C=CC=C2)C2=C(C(=O)[O-])C=CC=C2)F)C (1R,4R,8R,9R,10R,11s,12s,13R,z)-9-(((R)-tert-butylsulfinyl) amino)-4-fluoro-8-methyl-14-oxa-2-thiabicyclo[8.3.1]tetradec-6-en-11,12,13-triyltrisbenzoate